3-(4-(3-(1H-imidazol-4-yl)piperazin-1-yl)pyrimidin-2-yl)-6-bromoimidazo[1,2-a]pyrazine N1C=NC(=C1)C1CN(CCN1)C1=NC(=NC=C1)C1=CN=C2N1C=C(N=C2)Br